BrC#CC=1C=CC2=C(OC(OC2)(C)C)C1 7-(bromoethynyl)-2,2-dimethyl-4H-benzo[d][1,3]dioxin